3-(6'-cyclopropoxy-4'-(2-hydroxypropan-2-yl)-[3,3'-bipyridin]-6-yl)-N-(4-fluorophenyl)oxetane-3-carboxamide C1(CC1)OC1=CC(=C(C=N1)C=1C=NC(=CC1)C1(COC1)C(=O)NC1=CC=C(C=C1)F)C(C)(C)O